C(#N)C1=CC(=C(C=C1)CON1N=C(C=C1)C1CCN(CC1)CC1=NC2=C(N1CC1=CN=CO1)C=C(C=C2)C(=O)OC)F methyl 2-[(4-{1-[(4-cyano-2-fluorophenyl)methoxy]-1H-pyrazol-3-yl}piperidin-1-yl)methyl]-1-[(1,3-oxazol-5-yl)methyl]-1H-benzimidazole-6-carboxylate